FC(C(=O)NC=1C=C2C(=NC=NC2=CC1OC)C=1C(=NN(C1)C)C1=CC=CC=C1)=C (S)-2-fluoro-N-(7-methoxy-4-(1-methyl-3-phenyl-1H-pyrazol-4-yl)quinazolin-6-yl)acrylamide